FC(C1=NN(C(=C1)S(=O)(=O)N1CCC2(CCC(C2)N2CC3(COC3)C2)CC1)C)F 6-(8-((3-(difluoromethyl)-1-methyl-1H-pyrazol-5-yl)sulfonyl)-8-azaspiro[4.5]decan-2-yl)-2-oxa-6-azaspiro[3.3]heptane